Cl.Cl.CNCCOC1=C(C=CC=C1)C1=CC(=CC=C1)CC1NCCCC1NS(=O)(=O)C N-(2-((2'-(2-(methylamino)ethoxy)-[1,1'-biphenyl]-3-yl)methyl)piperidin-3-yl)methanesulfonamide dihydrochloride